9-(4-(2-ethylpiperidine-1-carbonyl)benzyl)-2-(2-isopropylphenyl)-7,9-dihydro-8H-purin-8-one C(C)C1N(CCCC1)C(=O)C1=CC=C(CN2C3=NC(=NC=C3NC2=O)C2=C(C=CC=C2)C(C)C)C=C1